FC(CCCOC1=NSN=C1C=1CN(CCC1)CF)(CC)F 3-((4,4-difluorohexyl)oxy)-4-(1-(fluoromethyl)-1,2,5,6-tetrahydropyridin-3-yl)-1,2,5-thiadiazole